C(C)OC1=C(C=C(C=C1)C1=NOC(=N1)C1CCN(CC1)C(=O)C1=CN=C(N1)C1=CC=CC=C1)OC [4-[3-(4-ethoxy-3-methoxy-phenyl)-1,2,4-oxadiazol-5-yl]-1-piperidinyl]-(2-phenyl-1H-imidazol-5-yl)methanone